NC1CC2CCC(C1)N2C=2N(C(C1=C(N2)NC=C1C1=CC2=CN(N=C2C=C1F)C)=O)C 2-(Endo-3-amino-8-azabicyclo[3.2.1]oct-8-yl)-5-(6-fluoro-2-methyl-2H-indazol-5-yl)-3-methyl-3,7-dihydro-4H-pyrrolo[2,3-d]pyrimidin-4-one